C(C)C(CCCN)(N)CC diethyl-1,4-diaminobutane